N1(CCNCC1)C1=NC=2N(C=C1)N=CC2C=2C(=NC=CC2)OC2COCC2 5-piperazin-1-yl-3-(2-tetrahydrofuran-3-yloxy-3-pyridyl)pyrazolo[1,5-a]pyrimidine